FC(CNC(CC1=CNC2=CC=C(C=C12)O)C)(C)C 3-(2-((2-fluoro-2-methylpropyl)amino)propyl)-1H-indol-5-ol